C(C)N(CC)CCN 2-(N,N-diethylamino)ethylamine